Thiazole-5-Carboxamide S1C=NC=C1C(=O)N